C(C)(=O)O[C@@H]1[C@H](O[C@@H]([C@H]([C@H]1OC(C)=O)OC(C)=O)OC1=C(C=C(C=C1)NC(=O)NCCCCC#C)OC(C)=O)CCP(O)(O)=O (2-((2R,3R,4S,5S,6R)-3,4,5-triacetoxy-6-(2-acetoxy-4-(3-(hex-5-yn-1-yl)ureido)phenoxy)tetrahydro-2H-pyran-2-yl)ethyl)phosphonic acid